(Z)-4-amino-N-hydroxy-1,2,5-oxadiazole NC=1CN(ON1)O